C(=CC1=CC=CC=C1)CC(=O)CC(C)=O styrylacetylacetone